O=C1OC2(CCNCC2)C2=CC=CC=C12 3-oxo-3H-spiro[isobenzofuran-1,4'-piperidine]